OC(=O)C(F)(F)F.C(C1=CC=CC=C1)N(CCN1C2CC(CC1CC2)C=2C=C(C(=O)N)C=CC2)S(=O)(=O)C 3-endo-{8-[2-(benzyl-methanesulfonylamino)ethyl]-8-aza-bicyclo[3.2.1]oct-3-yl}-benzamide TFA salt